C1CC12COC(OC2)CN2N=NC(=C2)C=O 1-((5,7-dioxaspiro[2.5]octan-6-yl)methyl)-1H-1,2,3-triazole-4-carbaldehyde